3-amino-2-chloro-4-(1,1,2,2-tetrafluoroethoxy)benzoic acid NC=1C(=C(C(=O)O)C=CC1OC(C(F)F)(F)F)Cl